2-amino-N-(4-hydroxy-bicyclo[2.2.2]oct-1-yl)-5-(4-((1r,5s)-3-(oxetan-3-yl)-3-azabicyclo[3.1.0]hex-1-yl)phenyl)nicotinamide glyceryl-stearate (glyceryl-monostearate) C(C(O)CO)CCCCCCCCCCCCCCCCCC(=O)O.C(C(O)CO)OC(CCCCCCCCCCCCCCCCC)=O.NC1=C(C(=O)NC23CCC(CC2)(CC3)O)C=C(C=N1)C1=CC=C(C=C1)[C@@]13CN(C[C@H]3C1)C1COC1